2-(2-amino-6-((4-aminophenyl)amino)-9H-purin-9-yl)-N-(5-(tetrahydro-2H-pyran-4-yl)-1H-pyrazol-3-yl)acetamide NC1=NC(=C2N=CN(C2=N1)CC(=O)NC1=NNC(=C1)C1CCOCC1)NC1=CC=C(C=C1)N